tert-butyl 4-(5-fluoro-7-{2-methyl-4H,6H,7H-[1,3]oxazolo[5,4-c]pyridin-5-yl}-4-oxoquinazolin-3-yl)piperidine-1-carboxylate FC1=C2C(N(C=NC2=CC(=C1)N1CC2=C(CC1)N=C(O2)C)C2CCN(CC2)C(=O)OC(C)(C)C)=O